1-(bromomethyl)-3-iodobenzene BrCC1=CC(=CC=C1)I